4,6-dimethyl-5-[5-nitro-2-(2-pyrrolidin-1-ylethoxy)phenyl]pyrimidine CC1=NC=NC(=C1C1=C(C=CC(=C1)[N+](=O)[O-])OCCN1CCCC1)C